NC1=[N+](C=CC=C1C1=CC(=NO1)CC1=CC=C(C=C1)CNC1=CC(=CC(=C1)OC)F)COP(=O)(O)[O-].OC(COC1=CC=C(C=C1)C(C)(C)C1=CC=C(C=C1)OCC(COC(C(=C)C)=O)O)COC(C(=C)C)=O 2,2-Bis[4-(2-hydroxy-3-methacryloxypropoxy)phenyl]propane (2-amino-3-(3-(4-(((3-fluoro-5-methoxyphenyl)amino)methyl)benzyl)isoxazol-5-yl)pyridin-1-ium-1-yl)methyl-hydrogenphosphate